FC=1C=CC2=C(NC(=N2)C)C1 6-fluoro-2-methyl-1H-benzimidazol